N=1N(N=CC1)C1=C(C=C(C=N1)NC(=O)C=1C=NN(C1C(F)(F)F)C=1C=2C3=C(C(NC3=CC1)=O)C=CC2)C(F)(F)F N-(6-(2H-1,2,3-triazol-2-yl)-5-Trifluoromethylpyridin-3-yl)-1-(2-oxo-1,2-dihydrobenzo[cd]indol-6-yl)-5-trifluoromethyl-1H-pyrazole-4-Carboxamide